C(C)OC1=CC=C(C=C1)C#CC1=CC=C(C=C1)C 1-ethoxy-4-(p-tolylethynyl)benzene